nitrogen spirobifluorene C12(C=CC=C3C4=CC=CC=C4C=C13)C=CC=C1C3=CC=CC=C3C=C12.[N]